CC1(C2(CCC(C(CC1)C2=C)C=C)C)C trimethyl-9-methylene-6-vinylbicyclo[3.3.1]nonane